1,7-bis(bis(4-methoxyphenyl)(phenyl)methoxy)-4-(3-(bis(4-methoxyphenyl)(phenyl)methoxy)propyl)-N-(3-((tert-butyldimethylsilyl)oxy)propyl)-N-methylheptan-4-amine COC1=CC=C(C=C1)C(OCCCC(CCCOC(C1=CC=CC=C1)(C1=CC=C(C=C1)OC)C1=CC=C(C=C1)OC)(N(C)CCCO[Si](C)(C)C(C)(C)C)CCCOC(C1=CC=CC=C1)(C1=CC=C(C=C1)OC)C1=CC=C(C=C1)OC)(C1=CC=CC=C1)C1=CC=C(C=C1)OC